ClC1=NC2=CC=CC=C2C(=C1[N+](=O)[O-])NCC1=CC(=C(C=C1)Cl)CN1CCCC1 2-chloro-N-(4-chloro-3-(pyrrolidin-1-ylmethyl)benzyl)-3-nitroquinolin-4-amine